C(OCCNC(C=C)=O)([O-])=O 2-acrylamidoethyl carbonate